ClC1=CC=C2C(C=CN(C2=C1)O)=NC=1C=CC(=C(C1)CN1CCC(CC1)O)O 1-[[5-[(7-chloro-1-hydroxyquinolin-4-ylidene)amino]-2-hydroxyphenyl]methyl]piperidin-4-ol